FC=1C=C(CN2C3CN(CC2C3)C3=CC=C(C=N3)C=3C(=NNC3)C#N)C=CC1OC 4-(6-(6-(3-fluoro-4-methoxybenzyl)-3,6-diazabicyclo[3.1.1]heptan-3-yl)pyridin-3-yl)-3-cyanopyrazole